CC1C(N=CO1)C(=O)O 5-methyloxazoline-4-carboxylic acid